ethyldimethoxysilane C(C)[SiH](OC)OC